4-(methoxymethyl)-1-({5-[5-(trifluoromethyl)-1,2,4-oxadiazol-3-yl]pyridin-2-yl}methyl)quinolin-2(1H)-one COCC1=CC(N(C2=CC=CC=C12)CC1=NC=C(C=C1)C1=NOC(=N1)C(F)(F)F)=O